C1(CC1)COC1=CC(=NC=C1OC)C(=O)NC1=C(C=[N+](C=C1Cl)[O-])Cl 4-(cyclopropylmethoxy)-N-(3,5-dichloro-1-oxidopyridin-4-yl)-5-methoxypyridine-2-carboxamide